S1C2=C(C=C1)C=CC=C2N2CCN(CC2)CC[C@@H]2CC[C@H](CC2)N trans-4-[2-[4-(benzo[b]thiophen-7-yl)piperazin-1-yl]ethyl]cyclohexanamine